3-(3-(3-(3-(2-carboxy-2-(pyrrolidin-3-yl)ethyl)benzyl)-3-(2-(3-(2-carboxy-2-(pyrrolidin-3-yl)ethyl)phenoxy)ethyl)ureido)phenyl)-2-(pyrrolidin-3-yl)propanoic acid C(=O)(O)C(CC=1C=C(CN(C(NC=2C=C(C=CC2)CC(C(=O)O)C2CNCC2)=O)CCOC2=CC(=CC=C2)CC(C2CNCC2)C(=O)O)C=CC1)C1CNCC1